[Cl-].C(CCCCCCCCCCCCCCC)[N+](C)(C)C cetyltrimethylammonium chloride salt